BrC1=C(C=CC(=C1)C)CS(=O)(=O)NC1=C(C(=C(C=C1F)C1=CC2=C(N=C(N=C2)SC)N(C1=O)C(C)C)F)F 1-(2-bromo-4-methyl-phenyl)-N-(2,3,6-trifluoro-4-(8-isopropyl-2-methylsulfanyl-7-oxo-pyrido[2,3-d]pyrimidin-6-yl)phenyl)methanesulfonamide